ClC1=C(C=NNC1=O)N1C[C@@H](CC1)OC1=NC=CC(=C1)C1=CC=C(C=C1)S(=O)(=O)NC1CC1 (R)-4-(2-((1-(5-chloro-6-oxo-1,6-dihydropyridazin-4-yl)pyrrolidin-3-yl)oxy)pyridin-4-yl)-N-cyclopropylbenzenesulfonamide